C1(CCC1)[C@@H]1N(CC2=C(NC1=O)C=CC=C2)C(=O)C=2C=NN(C2)C (S)-3-cyclobutyl-4-(1-methyl-1H-pyrazole-4-carbonyl)-1,3,4,5-tetrahydro-2H-benzo[e][1,4]diazepin-2-one